N1C(=NC=C1)C1=CC=CC(=N1)C=O 6-(1H-imidazole-2-yl)pyridineformaldehyde